FC1=C(C=C(C=C1)C1(CC1)N)OCC(F)(F)F 1-(4-fluoro-3-(2,2,2-trifluoroethoxy)phenyl)cyclopropan-1-amine